methyl (2R,3S,4S,5R)-3-(3,4-difluoro-2-(2-methoxyethoxy)phenyl)-4,5-dimethyl-5-(trifluoromethyl)tetrahydrofuran-2-carboxylate FC=1C(=C(C=CC1F)[C@H]1[C@@H](O[C@]([C@H]1C)(C(F)(F)F)C)C(=O)OC)OCCOC